5-(cyclopropylmethyl)-4-(6-cyclopropylpyridin-3-yl)-2-(2-methyl-3-(trifluoromethyl)-2H-indazol-5-yl)-2,5-dihydro-3H-pyrrolo[3,2-c]pyridazin-3-one C1(CC1)CN1C=CC2=NN(C(C(=C21)C=2C=NC(=CC2)C2CC2)=O)C2=CC1=C(N(N=C1C=C2)C)C(F)(F)F